C(C)(C)C1=C(C=C(C=C1)C)N1/C(/SCC1=O)=N/C(=O)NC1=CC=C(C=C1)C=1C(=C(N(N1)C)N(C(C1=CC=C(C=C1)C(F)(F)F)=O)C)C N-[5-[4-[[(Z)-[3-(2-isopropyl-5-methyl-phenyl)-4-oxo-thiazolidin-2-ylidene]carbamoyl]amino]phenyl]-2,4-dimethyl-pyrazol-3-yl]-N-methyl-4-(trifluoromethyl)benzamide